trans-4-propyl-4'-bromo-1,1'-bicyclohexyl C(CC)C1CCC(CC1)C1CCC(CC1)Br